1-[4-[[1-[5-(2,6-dioxo-3-piperidyl)-3-fluoro-2-pyridyl]-4-piperidyl]oxy]-2-methyl-phenyl]-N-[[3-(2,2,2-trifluoro-1,1-dimethyl-ethyl)-1H-1,2,4-triazol-5-yl]methyl]pyrazole-4-carboxamide O=C1NC(CCC1C=1C=C(C(=NC1)N1CCC(CC1)OC1=CC(=C(C=C1)N1N=CC(=C1)C(=O)NCC1=NC(=NN1)C(C(F)(F)F)(C)C)C)F)=O